C(C)[C@@H]1[C@@H]2C[C@H](N(C1)CC2)NCC2=CC=NC1=CC=C(C=C21)OC (S)-[(2S,4S,5R)-5-ethyl-1-azabicyclo[2.2.2]oct-2-yl]-(6-methoxyquinolin-4-yl)methylamine